(2R)-1-oleoylglycerol CCCCCCCC/C=C\CCCCCCCC(=O)C([C@@H](CO)O)O